4-((2S,5R)-4-(1-(4-ethoxyphenyl)propyl)-5-ethyl-2-methylpiperazin-1-yl)-1-methyl-2-oxo-1,2-dihydropyrido[3,2-d]Pyrimidine-6-carbonitrile C(C)OC1=CC=C(C=C1)C(CC)N1C[C@@H](N(C[C@H]1CC)C=1C2=C(N(C(N1)=O)C)C=CC(=N2)C#N)C